1-((2R,3R,4R,5R)-5-((bis(4-methoxyphenyl)(phenyl)methoxy)methyl)-4-((tert-butyldimethylsilyl)oxy)-3-(methylthio)tetrahydrofuran-2-yl)pyrimidine-2,4(1H,3H)-dione COC1=CC=C(C=C1)C(OC[C@@H]1[C@H]([C@H]([C@@H](O1)N1C(NC(C=C1)=O)=O)SC)O[Si](C)(C)C(C)(C)C)(C1=CC=CC=C1)C1=CC=C(C=C1)OC